2-fluoro-4-(6-methoxy-3-(1-methyl-1H-pyrazol-4-yl)-1H-pyrazolo[4,3-b]pyridin-5-yl)-2,3-dihydro-1H-inden-1-ol FC1C(C2=CC=CC(=C2C1)C1=C(C=C2C(=N1)C(=NN2)C=2C=NN(C2)C)OC)O